C(C)(C)(C)OC(=O)C=1N=C(C2=C(C(=CC=C2C1C=1SC(=C(N1)CN(C)C(=O)OC(C)(C)C)C1CCOCC1)C=1C=NC(=CC1)C)F)C(=O)[O-] (tert-butoxycarbonyl)(4-(4-(((tert-butoxycarbonyl)(methyl)amino)methyl)-5-(Tetrahydro-2H-pyran-4-yl)thiazol-2-yl)-8-fluoro-7-(6-methylpyridin-3-yl)isoquinolin-1-yl)carboxylate